(2,2,6,6-tetramethyl-3,5-Heptanedione) manganese [Mn].CC(C)(C(CC(C(C)(C)C)=O)=O)C